NC=1NC(C=2N(C(N(C2N1)[C@@H]1O[C@@H](C[C@H]1O)[C@H](CSC)O)=O)CC#C)=O 2-amino-9-((2r,3r,5s)-3-hydroxy-5-((R)-1-hydroxy-2-(methylthio)ethyl)tetrahydrofuran-2-yl)-7-(prop-2-yn-1-yl)-7,9-dihydro-1H-purine-6,8-dione